COC1=NC=CC2=C1CC1(CNC(C1)C)O2 4-methoxy-5'-methyl-3H-spiro[furo[3,2-c]pyridin-2,3'-pyrrolidine]